tert-butyl (E)-4-(1-(2,5-dichlorophenyl)-3-ethoxy-3-oxoprop-1-en-1-yl)piperidine-1-carboxylate ClC1=C(C=C(C=C1)Cl)\C(=C\C(=O)OCC)\C1CCN(CC1)C(=O)OC(C)(C)C